N-[(1S)-2-[4-(3,5-dimethyl-1H-pyrazol-4-yl)anilino]-1-(4-methylcyclohexyl)-2-oxo-ethyl]-3-ethyl-triazole-4-carboxamide CC1=NNC(=C1C1=CC=C(NC([C@H](C2CCC(CC2)C)NC(=O)C=2N(N=NC2)CC)=O)C=C1)C